3-acetyl-5-methyl-2,4(3H,5H)-furandione C(C)(=O)C1C(OC(C1=O)C)=O